FC=1C=C(C=CC1)C1=NN(C2=CC(=CC=C12)C(C)O)C 1-(3-(3-fluorophenyl)-1-methyl-1H-indazol-6-yl)ethan-1-ol